O=C1NC(CCC1N(C(=O)C=1C=C(C2=C(CCO2)C1)COC(NC1=C(C=CC(=C1)OC(F)(F)F)F)=O)C)=O (2-fluoro-5-(trifluoromethoxy)phenyl)carbamic acid (5-((2,6-dioxopiperidin-3-yl)(methyl)carbamoyl)-2,3-dihydrobenzofuran-7-yl)methyl ester